FC1(CCC1)CNC1=NN2C(C=N1)=C(C=C2)C2=CC=1C(=NC=CN1)N=C2 N-((1-fluorocyclobutyl)methyl)-5-(pyrido[2,3-b]pyrazin-7-yl)pyrrolo[2,1-f][1,2,4]triazin-2-amine